(methyl)carbamate hydrochloride Cl.CNC(O)=O